C1(CC2C(CC1)O2)C2OCC1(CO2)CC2C(CC1)O2 3-(3,4-Epoxycyclohexyl)-8,9-epoxy-2,4-dioxaspiro[5.5]undecan